2-((((trans)-4-hydroxycyclohexyl)amino)methyl)-2-phenyl-2,3-dihydrobenzofuran-5-carbonitrile O[C@@H]1CC[C@H](CC1)NCC1(OC2=C(C1)C=C(C=C2)C#N)C2=CC=CC=C2